CC(=CCCC(=CCCC(C)=O)CO[Si](CC)(CC)CC)CCC=C(C)C 10,14-dimethyl-6-(((triethylsilyl)oxy)methyl)pentadeca-5,9,13-trien-2-one